BrC1=CC=C(C=C1)SC=1C=CC2=C(C(=CO2)C2CC3CCCCN3CC2)C1 5-(4-bromophenyl)thio-3-(octahydro-2H-quinolizin-2-yl)-benzofuran